BrC=1C(NN=CC1O[C@H](COC[C@@H](C(N1CCN(CC1)C1=NC=C(C=N1)C(F)(F)F)=O)O)C)=O 4-bromo-5-(((S)-1-((S)-2-hydroxy-3-oxo-3-(4-(5-(trifluoromethyl)pyrimidin-2-yl)piperazin-1-yl)propoxy)propan-2-yl)oxy)pyridazin-3(2H)-one